ClC=1C=C(C=CC1C(NCCNC(CN(C)C)=O)=O)NC(=O)C=1N(C(=CN1)C1=C(C(=C(C=C1)OC)F)F)C N-[3-chloro-4-[2-[[2-(dimethylamino)acetyl]amino]ethylcarbamoyl]phenyl]-5-(2,3-difluoro-4-methoxy-phenyl)-1-methyl-imidazole-2-carboxamide